5'-O-(4,4-dimethoxytrityl)-N6-benzoyl-7-deaza-2'-O,4'-C-methyleneadenosine COC1(CC=C(C(C2=CC=CC=C2)(C2=CC=CC=C2)OC[C@]23[C@H]([C@H]([C@@H](O2)N2C=CC=4C(NC(C5=CC=CC=C5)=O)=NC=NC24)OC3)O)C=C1)OC